C1(CCC1)CN1CCN(CC1)C1=CN=C(S1)C1=NNC(=C1C(C)C)C=1C=C(C=2N(C1)N=CN2)OC 5-(4-(cyclobutylmethyl)piperazin-1-yl)-2-(4-isopropyl-5-(8-methoxy-[1,2,4]triazolo[1,5-a]pyridin-6-yl)-1H-pyrazol-3-yl)thiazole